F[C@@H]1CN(CC[C@H]1NC1=NC=C(C(=N1)C1=CC(=C(S1)C)C#N)C(F)(F)F)S(=O)(=O)C=1C=NN(C1)C 5-(2-(((3R,4R)-3-fluoro-1-((1-methyl-1H-pyrazol-4-yl)sulfonyl)piperidin-4-yl)amino)-5-(trifluoromethyl)pyrimidin-4-yl)-2-methylthiophene-3-carbonitrile